O=CCCC(C=O)=O 5-oxooxopentanone